BrC=1C(=CC(=C(C1)N1CCN(CC1)C)Cl)[N+](=O)[O-] 1-(5-bromo-2-chloro-4-nitrophenyl)-4-methylpiperazine